BrCCOC1=C(C(=CC=C1)C(F)(F)F)S(=O)(=O)N(CC1=CC=C(C=C1)OC)C1=NN2C(=NC=C(C2=N1)OC)OC 2-(2-bromoethoxy)-N-(5,8-dimethoxy-[1,2,4]triazolo[1,5-c]pyrimidin-2-yl)-N-[(4-methoxyphenyl)methyl]-6-(trifluoromethyl)benzene-sulfonamide